(S)-tert-butyl (1-(6-methylpyridin-3-yl)piperidin-3-yl)carbamate CC1=CC=C(C=N1)N1C[C@H](CCC1)NC(OC(C)(C)C)=O